OCN1C(C=CC=C1)=O (hydroxymethyl)pyridin-2(1H)-one